6-(2-azabicyclo[2.2.1]heptan-2-yl)quinoline-4-carboxylic acid C12N(CC(CC1)C2)C=2C=C1C(=CC=NC1=CC2)C(=O)O